TETRAHYDROINDOLIZIN-1-CARBOXAMID C1(CCN2CC=CC=C12)C(=O)N